N,N-dimethyl-2,3-bis[(9Z)-9-octadecen-1-yloxy]-1-propanamine CN(CC(COCCCCCCCC\C=C/CCCCCCCC)OCCCCCCCC\C=C/CCCCCCCC)C